(4-Ethyl-3-(hydroxymethyl)-5-oxo-4,5-dihydro-1H-1,2,4-triazol-1-yl)-3-fluoro-8-isopropyl-6-(2-(trifluoromethyl)phenyl)-1,6-naphthyridine-5(6H)-one C(C)N1C(=NN(C1=O)C1=NC=2C(=CN(C(C2C=C1F)=O)C1=C(C=CC=C1)C(F)(F)F)C(C)C)CO